1,1'-(2,6-pyridindiyl)bis(3-methylimidazole) N1=C(C=CC=C1N1CN(C=C1)C)N1CN(C=C1)C